N(=[N+]=[N-])C(=O)[O-] azido-formate